tert-butyl 4-((6-(4-(4-isopropylpiperazin-1-yl)phenyl)-1-methyl-2-(4-(methylsulfonyl)phenyl)-1H-benzo[d]imidazol-4-yl)amino)piperidine-1-carboxylate C(C)(C)N1CCN(CC1)C1=CC=C(C=C1)C=1C=C(C2=C(N(C(=N2)C2=CC=C(C=C2)S(=O)(=O)C)C)C1)NC1CCN(CC1)C(=O)OC(C)(C)C